C(C1=CC=CC=C1)OC=1C(=NC=C(C1C)C1=CC(=CC=C1)OC1=CC=CC=C1)C(=O)NCC(=O)OCC ethyl (3-(benzyloxy)-4-methyl-5-(3-phenoxyphenyl)picolinoyl)glycinate